ethyl (S)-2-(methylamino)-2-((R)-tetrahydrofuran-3-yl)acetate CN[C@H](C(=O)OCC)[C@@H]1COCC1